BrC=1C(=NC=C(C1)F)OC([2H])([2H])[2H] 3-bromo-5-fluoro-2-(trideuteriomethoxy)pyridine